ClCC=1C=C(C=CC1OC)/C=C/CC1=CC=C(C=C1)O (E)-3-[3-(Chloromethyl)-4-methoxyphenyl]-1-(4-hydroxyphenyl)prop-2-en